C(#N)C1=NC(=NC(=C1)C)N1CCN(CC1)S(=O)(=O)C1=CC=C(C=C1)NC(C1=C(C=CC=C1)NS(=O)(=O)C(F)(F)F)=O N-(4-((4-(4-cyano-6-methylpyrimidin-2-yl)piperazin-1-yl)sulfonyl)phenyl)-2-((trifluoromethyl)sulfonamido)benzamide